C1(CC1)C1=NN(C(=C1)C(F)(F)F)CC(=O)N1[C@H]([C@H](CC1)N1C2CN(CC1CC2)CC(=O)N)C2=C(C(=CC=C2)OC([2H])([2H])[2H])C 2-{8-[(2S,3S)-1-[2-[3-Cyclopropyl-5-(trifluoromethyl)pyrazol-1-yl]acetyl]-2-[2-methyl-3-(trideuteriomethoxy)phenyl]pyrrolidin-3-yl]-3,8-diazabicyclo[3.2.1]octan-3-yl}acetamide